FC1=C(N)C=CC(=C1)C(C)(C)C 2-Fluoro-4-(2-methyl-2-propanyl)aniline